P(=O)(OC1=CC=C(C=C1)C(C)(C)C)(OC1=CC=C(C=C1)C(C)(C)C)[O-] Bis(4-tert-butylphenyl) phosphate